FC=1C=C(C=C(C1)F)[C@@H]1CC=NN1C(=O)N1CCN(CC1)C1=CC(=NC=C1F)C(=O)N (S)-4-(4-(5-(3,5-difluorophenyl)-4,5-dihydro-1H-pyrazole-1-carbonyl)piperazin-1-yl)-5-fluoro-2-pyridineamide